C(C)(C)C1=C(NC2=CC=C(C=C12)C1CCN(CC1)CCS(=O)(=O)C)C=1C(=C(C=2N(C1)C=NN2)C)C 6-(3-isopropyl-5-(1-(2-(methylsulfonyl)ethyl)piperidin-4-yl)-1H-indol-2-yl)-7,8-dimethyl-[1,2,4]triazolo[4,3-a]pyridine